O1CCN(CC1)C=1C2=C(N=CN1)N(C(=C2)C2=CC=C(C=C2)NC(=O)C=2C=C(CN1C[C@@H](CCC1)NC(OC(C)(C)C)=O)C=CC2)COCC[Si](C)(C)C tert-butyl (R)-(1-(3-((4-(4-morpholino-7-((2-(trimethylsilyl)ethoxy)methyl)-7H-pyrrolo[2,3-d]pyrimidin-6-yl)phenyl)carbamoyl)benzyl)piperidin-3-yl)carbamate